N1=C(N=CC=C1)C1=CC2=NC=CC=C2S1 (pyrimidin-2-yl)thieno[3,2-b]pyridine